C(C)OC(=O)[C@@H]1N([C@@H]1C1COC1)C(C1=CC=CC=C1)C1=CC=CC=C1 (2R,3R)-1-benzhydryl-3-(oxetan-3-yl)aziridine-2-carboxylic acid ethyl ester